FC=1C=C(C(=NC1)/C=C/C(=O)OCC)NC(C(C)(C)C)=O ethyl (E)-3-(5-fluoro-3-pivalamidopyridin-2-yl)acrylate